((1R)-3-methyl-1-(3-(4-(pyridin-2-yloxy)phenyl)-4,5-dihydroisoxazole-5-carboxamido)butyl)boron CC(C[C@H](NC(=O)C1CC(=NO1)C1=CC=C(C=C1)OC1=NC=CC=C1)[B])C